(2S,11aR)-6-((2,2-difluorocyclopentyl)oxy)-8-methyl-2-((2-oxo-1,2,3,4-tetrahydro-1,6-naphthyridin-7-yl)oxy)-2,3,11,11a-tetrahydro-1H,5H-benzo[f]pyrrolo[2,1-c][1,4]oxazepin-5-one FC1(C(CCC1)OC1=CC(=CC2=C1C(N1[C@@H](CO2)C[C@@H](C1)OC1=NC=C2CCC(NC2=C1)=O)=O)C)F